C(C1CO1)OCC(COCC1CO1)COCC1CO1 1,1,1-tris(glycidyloxymethyl)methane